CN(C1=CC=C(/C=C/C#N)C=C1)C trans-p-Dimethylaminocinnamonitrile